C(C)OCC1CCC(CC1)COCC 1,4-bis(ethoxymethyl)cyclohex-ane